4-((2,5-dioxoimidazolidin-1-yl)methyl)benzonitrile O=C1N(C(CN1)=O)CC1=CC=C(C#N)C=C1